6-Amino-1-(4-chlorophenyl)-2-oxo-4-(4-(6-oxo-3-phenylpyridazin-1(6H)-yl)phenyl)-1,2-dihydropyridine-3,5-dicarbonitrile NC1=C(C(=C(C(N1C1=CC=C(C=C1)Cl)=O)C#N)C1=CC=C(C=C1)N1N=C(C=CC1=O)C1=CC=CC=C1)C#N